C1=NC=C2N1C1=CC(=CC=C1N=C2)C(=O)N imidazolo[1,5-a]quinoxalin-8-carboxamide